[Na+].[Na+].C1=C(C=CC2=CC=CC=C12)S(=O)(=O)[O-].C1=C(C=CC2=CC=CC=C12)S(=O)(=O)[O-] 2-naphthalenesulfonic acid disodium salt